bis(3-ethyl-4-hydroxyphenyl) sulfide C(C)C=1C=C(C=CC1O)SC1=CC(=C(C=C1)O)CC